ClC1=NC=2N(C(=C1)NCC=1N=CN(C1)C1=NC=CC=C1)N=CC2C2CC2 5-chloro-3-cyclopropyl-N-((1-(pyridin-2-yl)-1H-imidazol-4-yl)methyl)pyrazolo[1,5-a]pyrimidin-7-amine